CC1=CC2=C(C3=CC=CC=C3C(=C2C=C1)C1=CC2=CC=CC=C2C=C1)C1=CC2=CC=CC=C2C=C1 2-methyl-9,10-di(2-naphthyl)anthracene